3,3-difluoro-1-(6-(2-methyl-2H-indazol-5-yl)thieno[2,3-b]pyridin-2-yl)cyclobutanol FC1(CC(C1)(O)C1=CC=2C(=NC(=CC2)C2=CC3=CN(N=C3C=C2)C)S1)F